C=1N=CN2C1C=CC=C2N2CCN(CC2)C2=C(C(=CC=C2)N)N 3-(4-(imidazo[1,5-a]pyridin-5-yl)piperazin-1-yl)benzene-1,2-diamine